(R)-sec-butyl chloromethyl carbonate C(O[C@H](C)CC)(OCCl)=O